F[Sb-](F)(F)(F)(F)F.OC(COC1=C(C=CC=C1)C1=CC=C(C=C1)[IH+])CCCCCCCCCCCC 4-[(2-hydroxy-tetradecyloxy)phenyl]phenyliodonium hexafluoroantimonate